COC(C1=CC=C(C=C1)CS(NC(NC1=C2CCCC2=CC=2CCCC12)=O)(=O)=O)=O.CN1C(N(C=2N=CN(C2C1=O)CC(=O)NC1=CC=C(C=C1)C(C)C)C)=O 2-(1,3-dimethyl-2,6-dioxo-1,2,3,6-tetrahydro-7H-purin-7-yl)-N-(4-isopropylphenyl)acetamide Methyl-4-((N-((1,2,3,5,6,7-hexahydro-s-indacen-4-yl)carbamoyl)sulfamoyl)methyl)benzoate